FC1(CN(C12CN(C2)C=2N=CC1=C(N2)C(=NC=N1)NC1=CC(=C(C=C1)OC1=CC2=C(N(N=N2)C)C=C1)C)C(C=C)=O)F 1-(3,3-difluoro-6-(8-((3-methyl-4-((1-methyl-1H-benzo[d][1,2,3]triazol-5-yl)oxy)phenyl)amino)pyrimido[5,4-d]pyrimidin-2-yl)-1,6-diazaspiro[3.3]heptan-1-yl)prop-2-en-1-one